P(O)(=O)(OP(=O)(O)OP(=O)(O)O)OC[C@@H]1[C@H](C[C@@H](O1)N1C(=O)NC(=O)C(=C1)CC=CNC(C1=CC=C(C=C1)N=[N+]=[N-])=O)O 5-[N-(p-azidobenzoyl)-3-aminoallyl]-deoxyuridine triphosphate